13-Chloro-19,21-difluoro-14-methoxy-16,16-dioxo-9-oxa-16λ6-thia-17-azatetracyclo[16.3.1.111,15.02,7]tricosa-1(21),2(7),3,5,11(23),12,14,18(22),19-nonaen-10-one ClC1=CC=2C(OCC=3C=CC=CC3C3=C(C=C(C(NS(C(=C1OC)C2)(=O)=O)=C3)F)F)=O